Nε-(tert-butoxycarbonyl)-L-lysine C(C)(C)(C)OC(=O)NCCCC[C@H](N)C(=O)O